2-[3-(benzyloxy)-5-iodo-1H-pyrazol-1-yl]pyridine 2-tert-pentylcyclohexyl-acetate C(C)(C)(CC)C1C(CCCC1)CC(=O)O.C(C1=CC=CC=C1)OC1=NN(C(=C1)I)C1=NC=CC=C1